C(C)(C)(C)OC(=O)N1CCC2(CC(C2)OC2=CC=C(C=C2)Br)CC1.BrC=1C=C(C=C2C(=CNC12)CCNC(C)=O)C N-(2-(7-bromo-5-methyl-1H-indol-3-yl)ethyl)acetamide tert-butyl-2-(4-bromophenoxy)-7-azaspiro[3.5]nonane-7-carboxylate